(8-(5-((3,4-dichlorophenyl)difluoromethyl)-1,3,4-oxadiazol-2-yl)-2-(pyridin-2-yl)-2,6-diazaspiro[3.4]octan-6-yl)(thiazol-5-yl)methanone ClC=1C=C(C=CC1Cl)C(C1=NN=C(O1)C1CN(CC12CN(C2)C2=NC=CC=C2)C(=O)C2=CN=CS2)(F)F